C(CC)OS(=O)(=O)O.C(C)C(O)C(O)CO Ethyl-Glycerin Propyl-hydrogensulfate